C(C)OC(CCCNCCC1=CC(=CC=C1)OC1=CC=CC=C1)OCC 4,4-diethoxy-N-(3-phenoxyphenethyl)butan-1-amine